5-methylphenylacetyl chloride CC=1C=CC=C(C1)CC(=O)Cl